C1(=CCCC1)C(C(O)(C)NC(CCCCC)=O)O Hexanoic acid (2-cyclopent-1-enyl-2-hydroxy-1-hydroxy-methyl-ethyl)-amide